P(=O)([O-])([O-])[O-].[NH4+].[NH4+].[NH4+] Ammonium Phosphate